4-bromo-6-chloro-N-methylpyridazin-3-amine BrC1=C(N=NC(=C1)Cl)NC